2-(2-ethoxy-5-((3-(hydroxymethyl)azetidin-1-yl)sulfonyl)phenyl)-5-methyl-7-propylimidazo[5,1-f][1,2,4]triazin-4(3H)-one C(C)OC1=C(C=C(C=C1)S(=O)(=O)N1CC(C1)CO)C1=NN2C(C(N1)=O)=C(N=C2CCC)C